3-((tert-Butoxycarbonyl)amino)cyclobutane-1,1-dicarboxylic acid diisopropyl ester C(C)(C)OC(=O)C1(CC(C1)NC(=O)OC(C)(C)C)C(=O)OC(C)C